C1(CCCC1)C[C@H](C(C)C)NC(=O)[C@@H]1NCC2=CC(=CC=C2C1)O (3R)-N-[(1R)-1-(cyclopentylmethyl)-2-methylpropyl]-7-hydroxy-1,2,3,4-tetrahydroisoquinoline-3-carboxamide